trans-N-((4-methylpiperidin-4-yl)methyl)-2-(1-(phenylsulfonyl)indolin-5-yl)cyclopropylamine CC1(CCNCC1)CN[C@H]1[C@@H](C1)C=1C=C2CCN(C2=CC1)S(=O)(=O)C1=CC=CC=C1